2-{[5-Fluoro-3-(3-{4-[3-(morpholin-4-yl)azetidin-1-carbonyl]phenyl}-1,2-oxazol-5-yl)-1H-indazol-6-yl]oxy}ethan-1-ol FC=1C=C2C(=NNC2=CC1OCCO)C1=CC(=NO1)C1=CC=C(C=C1)C(=O)N1CC(C1)N1CCOCC1